FC(CN1C=NC2=C1C=C(C=C2)C=2C(=CN1N=C(N=C(C12)OC)NCC(C#N)(C)C)F)F 3-((5-(1-(2,2-difluoroethyl)-1H-benzo[d]imidazol-6-yl)-6-fluoro-4-methoxypyrrolo[2,1-f][1,2,4]triazin-2-yl)amino)-2,2-dimethylpropanenitrile